CN(C1CCN(CC1)C1=C(C=C(C=N1)NC1=NC=CC(=N1)NC=1C(NC2=C(C=CC=C2C1)F)=O)OC)C 3-(2-{6-[4-(dimethylamino)-1-piperidyl]-5-methoxy-3-pyridylamino}-4-pyrimidinylamino)-8-fluoro-1,2-dihydro-2-quinolinone